(2R,3S,4S,5R)-3-(3,4-difluoro-2-methoxyphenyl)-4,5-dimethyl-N-(7-(methylsulfanyl)pyrazolo[1,5-c]pyrimidin-3-yl)-5-(trifluoromethyl)tetrahydrofuran-2-carboxamide FC=1C(=C(C=CC1F)[C@H]1[C@@H](O[C@]([C@H]1C)(C(F)(F)F)C)C(=O)NC=1C=NN2C(=NC=CC21)SC)OC